O[C@@H]([C@H](CC1=CC=CC=C1)NC(OC(C)(C)C)=O)CNCC1=CC(=CC=C1)C(F)(F)F tert-butyl ((2S,3R)-3-hydroxy-1-phenyl-4-((3-(trifluoromethyl)benzyl)amino)-butan-2-yl)carbamate